5-CHLORO-1-CYCLOHEXYL-3-(TRIFLUOROMETHYL)-1H-PYRAZOLE-4-CARBALDEHYDE ClC1=C(C(=NN1C1CCCCC1)C(F)(F)F)C=O